C1(CC1)C=1C=C2C=C(C(N(C2=NC1)CC1=CC=C(C=C1)F)=O)C(=O)O 6-cyclopropyl-1-(4-fluorobenzyl)-2-oxo-1,2-dihydro-1,8-naphthyridine-3-carboxylic acid